6'-[(pyridin-3-yl)methoxy]-2',3'-dihydrospiro[cyclohexane-1,1'-indene]-4-carboxylic acid N1=CC(=CC=C1)COC1=CC=C2CCC3(C2=C1)CCC(CC3)C(=O)O